2-(2-((2,5-dimethylbenzothiazol-6-yl)(isopropyl)amino)ethoxy)ethane-1-ol CC=1SC2=C(N1)C=C(C(=C2)N(CCOCCO)C(C)C)C